5-[4-amino-5-(trifluoromethyl)pyrrolo[2,1-f][1,2,4]triazin-7-yl]-N-(1-cyclopentyl-4-fluoropyrrolidin-3-yl)-2-methoxypyridine-3-carboxamide NC1=NC=NN2C1=C(C=C2C=2C=C(C(=NC2)OC)C(=O)NC2CN(CC2F)C2CCCC2)C(F)(F)F